diphenylsulphonium triflate [O-]S(=O)(=O)C(F)(F)F.C1(=CC=CC=C1)[SH+]C1=CC=CC=C1